C1(CCCC1)NC1=NC=CC(=N1)C(=O)NC=1C=NC=CC1C1=CC=C(C=C1)F 2-(cyclopentylamino)-N-(4-(4-fluorophenyl)pyridin-3-yl)pyrimidine-4-carboxamide